6-(4-(2-Aminoethoxy)phenyl)-N-((1r,3r)-3-methoxycyclobutyl)-2-(1-methyl-1H-imidazol-2-yl)-5-phenylpyrrolo[2,1-f][1,2,4]triazin-4-amine hydrochloride salt Cl.NCCOC1=CC=C(C=C1)C=1C(=C2C(=NC(=NN2C1)C=1N(C=CN1)C)NC1CC(C1)OC)C1=CC=CC=C1